C1(=C(C=CC=C1)SCC1=CC=CC=C1)C benzyl (2-tolyl) sulfide